2-methyl-5-phenyl-1,3-thiazole-4-carboxylic acid CC=1SC(=C(N1)C(=O)O)C1=CC=CC=C1